ethyl 3-methoxy-4-(2-methoxyethoxy)benzoate COC=1C=C(C(=O)OCC)C=CC1OCCOC